O=C1NC(CCC1N1C(C2=CC=C(C=C2C1=O)N1CCC(CC1)CCN1CCN(CC1)C(=O)OCC1=CC=CC=C1)O)=O benzyl 4-(2-[1-[2-(2,6-dioxopiperidin-3-yl)-1-hydroxy-3-oxo-1H-isoindol-5-yl]piperidin-4-yl]ethyl)piperazine-1-carboxylate